2,6-bis{[(4-vinylphenyl)methyl]thio}naphthalene C(=C)C1=CC=C(C=C1)CSC1=CC2=CC=C(C=C2C=C1)SCC1=CC=C(C=C1)C=C